CN1C=NC=2C1=NC=CC2 3-methyl-3H-imidazo[4,5-b]pyridin